FC1(CCC2=C1N=C(N=C2C=2C=NN(C2)CC(=O)O)N2[C@H](CC2)C)F (S)-2-(4-(7,7-difluoro-2-(2-methylazetidin-1-yl)-6,7-dihydro-5H-cyclopenta[d]pyrimidin-4-yl)-1H-pyrazol-1-yl)acetic acid